(S)-N-(4-((3-methyl-5-(1,3,5-trimethyl-1H-pyrazolo[4,3-d]pyrimidin-7-yl)-4,5,6,7-tetrahydro-1H-pyrazolo[4,3-c]pyridin-1-yl)methyl)bicyclo[2.2.2]octan-1-yl)morpholine-3-carboxamide CC1=NN(C2=C1CN(CC2)C=2C1=C(N=C(N2)C)C(=NN1C)C)CC12CCC(CC1)(CC2)NC(=O)[C@H]2NCCOC2